6-Chloro-N2,N4-bis(4-fluorobenzylamino)-1,3,5-triazine-2,4-diamine ClC1=NC(=NC(=N1)NNCC1=CC=C(C=C1)F)NNCC1=CC=C(C=C1)F